5-CARBOXY-2-CHLOROPHENYLBORONIC ACID C(=O)(O)C=1C=CC(=C(C1)B(O)O)Cl